7-methoxy-3,4-dihydroquinoxalin COC1=CC=C2NCC=NC2=C1